2-oxo-N-(phenyl(3-(trifluoromethyl)phenyl)methyl)-6-(trifluoromethyl)-1,2-dihydropyridine-3-carboxamide O=C1NC(=CC=C1C(=O)NC(C1=CC(=CC=C1)C(F)(F)F)C1=CC=CC=C1)C(F)(F)F